(R)-8-(5-bromopyridin-2-yl)octahydropyrazino[2,1-c][1,4]oxazine BrC=1C=CC(=NC1)N1C[C@@H]2COCCN2CC1